BrCC(C[C@@]1(N(C[C@@H](C1)F)C(=O)OC(C)(C)C)C(=O)OC)O 1-(tert-butyl) 2-methyl (2S,4R)-2-(3-bromo-2-hydroxypropyl)-4-fluoropyrrolidine-1,2-dicarboxylate